C1(CCCCC1)C[C@@H](C(=O)N[C@H](C=O)CCC(=O)N1CCOC2=C(C1)C=CC=C2)NC(=O)OC2CCN(CC2)C(=O)OC(C)(C)C Tert-butyl 4-((((S)-3-cyclohexyl-1-(((S)-5-(2,3-dihydrobenzo[f][1,4]oxazepin-4(5H)-yl)-1,5-dioxopentan-2-yl) amino)-1-oxopropan-2-yl)carbamoyl)oxy)piperidine-1-carboxylate